8-[(1S)-1-[[6-chloro-2-(8-chloro-1-hydroxy-2,3,1-benzoxazaborinin-6-yl)-3-pyridyl]amino]ethyl]-3,6-dimethyl-2-(1-piperidyl)chromen-4-one ClC1=CC=C(C(=N1)C=1C=C(C2=C(C=NOB2O)C1)Cl)N[C@@H](C)C=1C=C(C=C2C(C(=C(OC12)N1CCCCC1)C)=O)C